6-(3-(6-Ethynylpyridin-3-yl)isoquinolin-8-yl)-4-isopropyl-1,3-dimethyl-1,3-dihydro-2H-benzo[d]imidazol-2-one C(#C)C1=CC=C(C=N1)C=1N=CC2=C(C=CC=C2C1)C=1C=C(C2=C(N(C(N2C)=O)C)C1)C(C)C